((6R,7aR)-2-cyclobutylidene-6-fluorotetrahydro-1H-pyrrolizin-7a(5H)-yl)methanol C1(CCC1)=C1C[C@@]2(C[C@H](CN2C1)F)CO